NC=1N=C(SC1C(C1=CC=CC=C1)=O)N(C1=CC=C(C=C1)Br)C(C(=O)N)C (N-(4-Amino-5-benzoylthiazol-2-yl)-4-bromo-anilino)propanamid